(1R,5S)-3-thia-6-azabicyclo[3.1.1]heptane [C@@H]12CSC[C@@H](N1)C2